BrC1=CC=C(C(=N1)OC)NC(=O)C=1C(=NOC1C)C1=NC=CC=C1 N-(6-bromo-2-methoxy-3-pyridyl)-5-methyl-3-(2-pyridyl)isoxazole-4-carboxamide